ClC=1C=C(COC2[C@@H]3[C@H](N([C@H](C2)CC3)C(C(C3=CC=CC=C3)C3=CC=CC=C3)=O)C(=O)O)C=CC1 (1S,3S,4S)-5-((3-chloro-benzyl)oxy)-2-(2,2-diphenylacetyl)-2-azabicyclo[2.2.2]octane-3-carboxylic acid